O=C1N(C(C=C1)=O)CCC(NCCOCCOCCOCCOCCOCCOCCOCCOCCC(=O)N[C@@H](C(C)C)C(=O)N[C@@H](CCCNC(N)=O)C(=O)O)=O N-[31-(2,5-Dioxo-2,5-dihydro-1H-pyrrol-1-yl)-29-oxo-4,7,10,13,16,19,22,25-octaoxa-28-azahentriacontan-1-oyl]-L-valyl-N5-carbamoyl-L-ornithine